BrC=1C=C2C(=NN(C2=CC1)C)C(=O)NCC1=CC=C(C=C1)NC(=O)N(C)C 5-bromo-N-(4-(3,3-dimethylureido)benzyl)-1-methyl-1H-indazole-3-carboxamide